4-(5-bromo-1,3,4-oxadiazol-2-yl)benzonitrile BrC1=NN=C(O1)C1=CC=C(C#N)C=C1